5-fluoro-N-isopropyl-N-methyl-2-(3-(1-((cis-3-(methylsulfonamido)cyclobutyl)methyl)piperidin-4-yl)-1H-pyrrolo[2,3-c]pyridin-1-yl)benzamide FC=1C=CC(=C(C(=O)N(C)C(C)C)C1)N1C=C(C=2C1=CN=CC2)C2CCN(CC2)C[C@@H]2C[C@@H](C2)NS(=O)(=O)C